C[C@@]12CC(C(CC1)C2)(C)C (1R,2R)-1,3,3-trimethylbicyclo[2.2.1]heptan